6'-oxo-7'-(4-phenoxyphenyl)-6',7'-dihydrospiro[cyclopropane-1,5'-pyrrolo[2,3-d]pyrimidine]-2'-carbaldehyde O=C1C2(C3=C(N=C(N=C3)C=O)N1C1=CC=C(C=C1)OC1=CC=CC=C1)CC2